C(C)[NH+]1C(=CC=C1)CC N-ethyl-2-ethyl-pyrrolium